C1(CC1)C=1N=CC2=C3C(=CC(=C2C1)S(NCC(C)(C)F)(=O)=O)C(CC3)N3N=CC=C3NC(=O)C3CC3 N-[2-[3-cyclopropyl-5-[(2-fluoro-2-methylpropyl)sulfamoyl]-8,9-dihydro-7H-cyclopenta[h]isoquinolin-7-yl]pyrazol-3-yl]cyclopropanecarboxamide